(1R,2S,9R,10R,11S,14R,15S,17R)-2,15-dimethyl-5,5'-dioxospiro[18-oxapentacyclo[8.8.0.01,17.02,7.011,15]octadec-6-ene-14,2'-oxolane]-9-carboxylate C[C@]12[C@]34[C@@H](C[C@]5([C@H]([C@@H]4[C@@H](CC2=CC(CC1)=O)C(=O)[O-])CC[C@]51OC(CC1)=O)C)O3